NC1=C(C=C(OC2=CC=NC3=C2OCC(N3)=O)C=C1)SC 8-(4-amino-3-methylsulfanyl-phenoxy)-4H-pyrido[3,2-b][1,4]oxazin-3-one